4-(benzo[d]oxazol-2(3H)-one-5-yl)-N2-(6-(piperazin-1-yl)pyridin-3-yl)-5-methylpyrimidine-2,4-diamine O1C(NC2=C1C=CC(=C2)C2(NC(=NC=C2C)NC=2C=NC(=CC2)N2CCNCC2)N)=O